BrC1=CC(=C(CN2C(C3=CC=CC(=C3C2([2H])[2H])F)=O)C=C1)F 2-(4-bromo-2-fluoro-benzyl)-4-fluoroisoindolin-1-one-3,3-d2